1,2-dihydro-1,1-dimethyl-2-methylene-3H-benzo[e]indole-3-butanesulfonic acid CC1(C(N(C=2C=CC3=C(C12)C=CC=C3)CCCCS(=O)(=O)O)=C)C